C1(CC1)COC=1C(=C(C=2CC(OC(C2C1)=O)O)C=O)OC 7-Cyclopropylmethoxy-3-hydroxy-6-methoxy-1-oxo-isochroman-5-carbaldehyde